FC1(CCN(CC1)C1=CC(=NC=N1)N[C@H](C(=O)O)CCCCCCCC1=NC=2NCCCC2C=C1)F (S)-2-((6-(4,4-difluoropiperidin-1-yl)pyrimidin-4-yl)amino)-9-(5,6,7,8-tetrahydro-1,8-naphthyridin-2-yl)nonanoic acid